NC=1C(=NC(=CN1)C1=NC=CC=C1OC(F)(F)F)C(=O)NC1=NC=CC=C1N1CCC(CC1)(COCC)N 3-amino-N-(3-(4-amino-4-(ethoxymethyl)piperidin-1-yl)pyridin-2-yl)-6-(3-(trifluoromethoxy)pyridin-2-yl)pyrazine-2-carboxamide